C1(=CC=CC=C1)[Sn] (phenyl)tin